(S)-4-bromo-N-(1-(2,2-difluorobenzo[d][1,3]dioxol-5-yl)ethyl)pyridine BrC1=CCN(C=C1)[C@@H](C)C1=CC2=C(OC(O2)(F)F)C=C1